C(#N)C=1C=C(C=CC1)C1=NN2C(N=C(C=C2)C(=O)NCC(C)(C)O)=C1C1=CC(=NC=C1)C 2-(3-cyanophenyl)-N-(2-hydroxy-2-methyl-propyl)-3-(2-methyl-4-pyridinyl)pyrazolo[1,5-a]pyrimidine-5-carboxamide